BrC1=C2CC[C@@H](C2=CC=C1)OC=1C(=CC(=C(OCC=2C=C(C=NC2)C#N)C1)C=O)Cl 5-[[5-[(1S)-4-bromoindan-1-yl]oxy-4-chloro-2-formyl-phenoxy]methyl]pyridine-3-carbonitrile